[Cr+3].[Fe+2].[Br+].[N+3].OC1=CC=C2NC=C(CC[NH-])C2=C1.OC1=CC=C2NC=C(CC[NH-])C2=C1.OC1=CC=C2NC=C(CC[NH-])C2=C1.OC1=CC=C2NC=C(CC[NH-])C2=C1.OC1=CC=C2NC=C(CC[NH-])C2=C1.OC1=CC=C2NC=C(CC[NH-])C2=C1.OC1=CC=C2NC=C(CC[NH-])C2=C1.OC1=CC=C2NC=C(CC[NH-])C2=C1.OC1=CC=C2NC=C(CC[NH-])C2=C1 5-hydroxytryptamineID nitrogen bromine iron chromium